N-[2-(4-bromo-2-methyl-pyrazol-3-yl)oxyethyl]-N-methyl-carbamate BrC1=C(N(N=C1)C)OCCN(C([O-])=O)C